4-((4-(1-((1-(2-(2,6-dioxopiperidin-3-yl)-1,3-dioxoisoindolin-5-yl)pyrrolidin-3-yl)methyl)piperidin-4-yl)phenyl)amino)-2-(piperidin-1-yl)pyrimidine-5-carboxamide O=C1NC(CCC1N1C(C2=CC=C(C=C2C1=O)N1CC(CC1)CN1CCC(CC1)C1=CC=C(C=C1)NC1=NC(=NC=C1C(=O)N)N1CCCCC1)=O)=O